COC1=C(C=CC(=C1)OC)[Se]C(F)(F)F 2,4-dimethoxy-trifluoromethylselenobenzene